C(C)(C)OC([C@@H](N[P@](=O)(OC1=CC=CC=C1)OC1=C(C(=C(C(=C1F)F)F)F)F)C)=O N-[(S)-(2,3,4,5,6-pentafluorophenoxy)phenoxyphosphoryl]L-alanine isopropyl ester